C1(=CC=CC=C1)C=1SC=C(N1)CO (2-phenylthiazol-4-yl)methanol